C(C(C)C)[C@H]1NC(N(C1=O)C1CC2(CC(C2)OC2=C(C(=O)N)C=CC=N2)C1)=O 2-(((R)-6-(4-isobutyl-2,5-dioxoimidazolidin-1-yl)spiro[3.3]heptan-2-yl)oxy)nicotinamide